ClC=1C=NC(=NC1)OC1=C2C(=CC(=NC2=CC=C1)C)CCCC(F)(F)F 5-(5-chloropyrimidin-2-yl)oxy-2-methyl-4-(4,4,4-trifluorobutyl)quinoline